(3,3-difluorocyclobutyl)-(1H-pyrazolo[3,4-b]pyridin-5-yl)methanone FC1(CC(C1)C(=O)C=1C=C2C(=NC1)NN=C2)F